Nα-(2,4-dinitro-5-fluorophenyl)-L-alanine amide [N+](=O)([O-])C1=C(C=C(C(=C1)[N+](=O)[O-])F)N[C@@H](C)C(=O)N